C1(=CC=CC=C1)C=1C(=C(C=CC1)S(=O)(=O)OC1=CN=C(S1)C=1C=NC=CC1)[N+](=O)[O-] (2-(pyridin-3-yl) thiazol-5-yl) phenyl-2-nitrobenzenesulfonate